(S)-N-(5-(1-(2-fluoroacryloyl)piperidine-3-carboxamido)pyridin-2-yl)-6-(1H-pyrazol-5-yl)picolinamide FC(C(=O)N1C[C@H](CCC1)C(=O)NC=1C=CC(=NC1)NC(C1=NC(=CC=C1)C1=CC=NN1)=O)=C